para-methoxycinnamic acid 2-ethylhexyl ester C(C)C(COC(C=CC1=CC=C(C=C1)OC)=O)CCCC